O=CCCCCC(=O)O 6-oxo-n-hexanoic acid